C(C=C)(=O)N1C(C2=CC=CC(=C2CC1)C1=C2C=C(NC2=CC=C1F)C)C1CC1 4-(2-acryloyl-1-cyclopropyl-1,2,3,4-tetrahydroisoquinolin-5-yl)-5-fluoro-2-methyl-1H-indole